(+/-)-1-(2-fluorobenzyl)-N5-((trans)-2-methoxycyclopropyl)-N3-methyl-2-oxo-1,2-dihydropyridine-3,5-dicarboxamide FC1=C(CN2C(C(=CC(=C2)C(=O)N[C@H]2[C@@H](C2)OC)C(=O)NC)=O)C=CC=C1 |r|